2-(1-acetyl-2-oxocyclopentyl)ethanesulfonyl fluoride C(C)(=O)C1(C(CCC1)=O)CCS(=O)(=O)F